C(C)N([C@@H](C(C)C)C(=O)O)C(C=CC1=CC=CC=C1)=O.Cl/C=C/Cl trans-Dichloroethen Ethyl-cinnamoyl-L-valinate